ClC=1C(=NC=C(C1)CCCOC)N 3-chloro-5-(3-methoxypropyl)pyridin-2-amine